C(C)(C)(C)C=1C=CC=2N(C3=CC=CC=C3C2C1)C1=C(C(=C(C(=C1N1C2=CC=CC=C2C=2C=C(C=CC12)C(C)(C)C)N1C2=CC=CC=C2C=2C=C(C=CC12)C(C)(C)C)C1=CC(=NC(=C1)C)C)N1C2=CC=CC=C2C=2C=C(C=CC12)C(C)(C)C)C=1SC2=C(N1)C=CC=C2 2-(2,3,4,6-tetrakis(3-(tert-butyl)-9H-carbazol-9-yl)-5-(2,6-dimethylpyridin-4-yl)phenyl)benzo[d]thiazole